4'-((4-(di-sec-butylcarbamoyl)pyridin-2,6-diyl)bis(1H-1,2,3-triazole-4,1-diyl))bis(2-hydroxybenzoic acid) C(C)(CC)N(C(=O)C1=CC(=NC(=C1)C=1N=NN(C1)C=1C(=C(C(=O)O)C=CC1)O)C=1N=NN(C1)C=1C(=C(C(=O)O)C=CC1)O)C(C)CC